N1N=NC(=C1)O 4-triazolyl alcohol